Diethyl (4-((4-carbamoyl-1-((1R,4R)-1-(cyanomethyl)-4-(3-(trifluoromethyl)azetidin-1-yl) cyclohexyl)-1H-pyrazol-3-yl)amino)phenyl)phosphonate C(N)(=O)C=1C(=NN(C1)C1(CCC(CC1)N1CC(C1)C(F)(F)F)CC#N)NC1=CC=C(C=C1)P(OCC)(OCC)=O